NC1=C(C=C(C(=O)NCCCCN2C(=NC=3C(=NC=4C=CC=CC4C32)N)CCCC)C=C1)OC 4-amino-N-(4-(4-amino-2-butyl-1H-imidazo[4,5-c]quinolin-1-yl)butyl)-3-methoxybenzamide